5-(methoxymethyl)hexahydrofuro[3,4-b][1,4]dioxine COCC1OCC2OCCOC21